n-dodecylbromodimethoxysilane C(CCCCCCCCCCC)[Si](OC)(OC)Br